[Si](C)(C)(C(C)(C)C)O[C@@H]1C[C@H](N(C1)C(=O)OC(C)(C)C)C=1NC(=CN1)C1=CC(=CC=C1)OC tert-butyl (2S,4R)-4-[tert-butyl(dimethyl)silyl]oxy-2-[5-(3-methoxyphenyl)-1H-imidazol-2-yl]pyrrolidine-1-carboxylate